[N+](=O)([O-])[O-].[Na+].[K+].[N+](=O)([O-])[O-] Kalium-Natrium Nitrat